ClC=1C(=NC(=NC1)NC1CCOCC1)C1=CC=C2CN(C(C2=C1)=O)CC(N1CC=2C=CC=NC2CC1)=O 6-{5-chloro-2-[(oxan-4-yl)amino]pyrimidin-4-yl}-2-[2-oxo-2-(5,6,7,8-tetrahydro-1,6-naphthyridin-6-yl)ethyl]-2,3-dihydro-1H-isoindol-1-one